OC1[C@@H]2CN(C[C@H]12)C(=O)OCC1=CC=CC=C1 benzyl (1R,5S,6s)-6-hydroxy-3-azabicyclo[3.1.0]hexane-3-carboxylate